2-(7,7-difluoro-3-hydroxy-3-methylhept-6-en-1-yl)-3,5,6-trimethylcyclohexa-2,5-diene-1,4-dione FC(=CCCC(CCC=1C(C(=C(C(C1C)=O)C)C)=O)(C)O)F